5-Amino-N-(3-cyano-4-methyl-1H-indol-7-yl)-1-(2,2-difluoroethyl)pyrazol-4-sulfonamid NC1=C(C=NN1CC(F)F)S(=O)(=O)NC=1C=CC(=C2C(=CNC12)C#N)C